C(C)(C)NC(CN1CCN(CC1)C1=C(C(=C2C(=N1)C(=CS2)C(=O)NC)C(F)(F)F)C)=O 5-(4-(2-(isopropylamino)-2-oxoethyl)piperazin-1-yl)-N,6-dimethyl-7-(trifluoromethyl)thieno[3,2-b]pyridine-3-carboxamide